FC1=CC=C(C=C1)C=1C(C(OC=2C1N=C1C=CC=C(C12)C)=O)C(F)(F)F 4-(4-fluorophenyl)-9-methyl-3-trifluoromethylindolopyranone